4-fluoro-5-(1'-(2-methoxyethyl)-[1,4'-bipiperidin]-4-yl)-1-methyl-2-(4-(methylsulfonyl)phenyl)-1H-benzo[d]imidazole FC1=C(C=CC=2N(C(=NC21)C2=CC=C(C=C2)S(=O)(=O)C)C)C2CCN(CC2)C2CCN(CC2)CCOC